2-[4-[6-(3-cyclopropyl-1,2,4-triazol-1-yl)-2-azaspiro[3.3]heptane-2-carbonyl]piperazin-1-yl]-2-(4-fluorophenyl)-N-methyl-acetamide C1(CC1)C1=NN(C=N1)C1CC2(CN(C2)C(=O)N2CCN(CC2)C(C(=O)NC)C2=CC=C(C=C2)F)C1